CC1=CC(=CC=2N(C(=NC21)CN2CCC(CC2)OC2=NC(=CC=C2)CSCC2=C(C=C(C=C2)C#N)F)C[C@H]2OCC2)C(=O)O.COC2=C1C(C=C(OC1=C(C(=C2)OC)OC)C2=CC=CC=C2)=O 5,7,8-trimethoxyflavone methyl-(S)-2-((4-((6-((4-cyano-2-fluorobenzylthio)methyl)pyridin-2-yl)oxy)piperidin-1-yl)methyl)-1-(oxetan-2-ylmethyl)-1H-benzo[d]imidazole-6-carboxylate